copper (tris-2,4-pentanedione) CC(CC(C)=O)=O.CC(CC(C)=O)=O.CC(CC(C)=O)=O.[Cu]